C(#N)N1[C@@H](CCC1)C(=O)N(C)C=1SC=C(N1)C1=NC(=CC=C1OCC)C#N (S)-1-cyano-N-(4-(6-cyano-3-ethoxypyridin-2-yl)thiazol-2-yl)-N-methylpyrrolidine-2-carboxamide